C(C)(=O)C1=NN(C2=CC(=CC=C12)NC(=O)OCCCC=C)CC(=O)OC(C)(C)C tert-Butyl 2-(3-Acetyl-6-{[(pent-4-en-1-yloxy) carbonyl]amino}indazol-1-yl)acetate